N-(3-(4-([18F]Fluoro)butyl-1,1,2,2,3,3,4,4-d8)-4,5-dimethylthiazole-2(3H)-ylidene)-2,2,3,3-tetramethylcyclopropane-1-carboxamide [18F]C(C(C(C([2H])([2H])N1C(SC(=C1C)C)=NC(=O)C1C(C1(C)C)(C)C)([2H])[2H])([2H])[2H])([2H])[2H]